9,9-bis(4-(2-bromoethoxy)phenyl)-9H-fluorene BrCCOC1=CC=C(C=C1)C1(C2=CC=CC=C2C=2C=CC=CC12)C1=CC=C(C=C1)OCCBr